CC(C(C(=O)N)N1C([C@@]2(CC1)CN(CC2)C[C@H]2N(CCCCC2)C(C2=CC=CC=C2)(C2=CC=CC=C2)C2=CC=CC=C2)=O)C 3-methyl-2-((S)-1-oxo-7-(((S)-1-tritylazepan-2-yl)methyl)-2,7-diazaspiro[4.4]non-2-yl)butanamide